C(C)(C)O Iso-propyl alcohol